BrC=1C=NN2C1OC(C2)(C)CO (7-bromo-2-methyl-2,3-dihydropyrazolo[5,1-b]oxazol-2-yl)methanol